(3-fluoro-4-((1-isopropyl-2-keto-2,3-dihydro-1H-imidazo[4,5-b]pyridin-7-yl)oxy)phenyl)-1-(6-methylpyridin-2-yl)-5-(trifluoromethyl)-1H-pyrazole-4-carboxamide FC=1C=C(C=CC1OC1=C2C(=NC=C1)NC(N2C(C)C)=O)C2=NN(C(=C2C(=O)N)C(F)(F)F)C2=NC(=CC=C2)C